(1S,2S,3S,6R)-4-((difluoromethoxy)methyl)-6-(((3,3,5,5-tetramethylcyclohexyl)methyl)amino)cyclohex-4-ene-1,2,3-triol FC(OCC=1[C@@H]([C@@H]([C@H]([C@@H](C1)NCC1CC(CC(C1)(C)C)(C)C)O)O)O)F